OC1=C(C=CC(=C1)C(F)(F)F)C1=CC=C(N=N1)CC1(CNCCC1)O 3-((6-(2-hydroxy-4-(trifluoromethyl)phenyl)pyridazin-3-yl)methyl)piperidin-3-ol